pyrrolidine-2-carbonyl-glycine N1C(CCC1)C(=O)NCC(=O)O